C(C1=CC=CC=C1)C1=C(SC=2N3C([C@@H](OCC21)C)=NN=C3C)C (S)-3-benzyl-2,6,9-trimethyl-4H,6H-thieno[2,3-e][1,2,4]triazolo[3,4-c][1,4]oxazepine